NCCNC(CN(C(C1=C(C(=CC=C1)O)O)=O)CCCCNC(C1=C(C(=CC=C1)O)O)=O)=O N-(2-((2-aminoethyl)amino)-2-oxoethyl)-N-(4-(2,3-dihydroxybenzamido)butyl)-2,3-di-hydroxybenzamide